5-Chloro-3-methyl-2-[2-[[(3R)-1-[(3-hydroxycyclobutyl)methyl]-3-piperidyl]amino]-oxazolo-[4,5-b]pyridin-5-yl]phenol ClC=1C=C(C(=C(C1)O)C1=CC=C2C(=N1)N=C(O2)N[C@H]2CN(CCC2)CC2CC(C2)O)C